C(#N)C1N(CSC1)C(CNC(=O)C1=CC=NC2=CC=C(C=C12)CC1=CC(=NN1C)C)=O N-(2-(4-Cyanothiazolidin-3-yl)-2-oxoethyl)-6-((1,3-dimethyl-1H-pyrazol-5-yl)methyl)quinoline-4-carboxamide